FC(C(=O)O)(F)F.NC=1C=2N(C=C(N1)C)C(=CN2)C=2C=C(C=CC2C)S(=O)(=O)NC21CCC(C2)(C1)C#N 3-(8-Amino-6-methylimidazo[1,2-a]pyrazin-3-yl)-N-(4-cyanobicyclo[2.1.1]hexan-1-yl)-4-methylbenzenesulfonamide trifluoroacetate salt